ClC1=NC(=CC=C1C(=O)NS(=O)(=O)C1=NC(=CC=C1)N(C1=CC=CC=C1)CCC[C@@H]1CNC(C1)(C)C)N1N=C(C=C1)OCCC1(CC1)C(F)(F)F 2-chloro-N-[[6-[N-[3-[(3S)-5,5-dimethylpyrrolidin-3-yl]propyl]anilino]-2-pyridyl]sulfonyl]-6-[3-[2-[1-(trifluoromethyl)cyclopropyl]ethoxy]pyrazol-1-yl]pyridine-3-carboxamide